CP(N(CC)CC)(N(CC)CC)=O methyl-bis(diethylamino)phosphine oxide